(4-(4-(dimethylamino)piperidin-1-yl)-2-methoxyphenyl)-N4-(2-(isopropylsulfonyl)phenyl)-7H-pyrrolo[2,3-d]Pyrimidine-2,4-diamine CN(C1CCN(CC1)C1=CC(=C(C=C1)C1=CNC=2N=C(N=C(C21)NC2=C(C=CC=C2)S(=O)(=O)C(C)C)N)OC)C